(2S)-1-(3-(methylsulfonyl)phenoxy)-3-(8-(3-(pyridin-3-yl)benzenesulfonyl)-1-oxa-8-azaspiro[4.5]decan-3-ylamino)propan-2-ol CS(=O)(=O)C=1C=C(OC[C@H](CNC2COC3(C2)CCN(CC3)S(=O)(=O)C3=CC(=CC=C3)C=3C=NC=CC3)O)C=CC1